IC1=CC(=C(C=C1OC)CCNCC1=CC(=CC=C1)OC)OC 2-(4-iodo-2,5-dimethoxyphenyl)-N-[(3-methoxyphenyl)methyl]ethanamine